3-((Ethylsulfonyl)methyl)azetidine-1-carboxylic acid tert-butyl ester C(C)(C)(C)OC(=O)N1CC(C1)CS(=O)(=O)CC